(syn)-cyclobutane C1CCC1